2-(2-Fluoro-6-trifluoromethylphenyl)-5-(2,4-difluorophenyl-1H-imidazol-4-yl)-3-isobutyl-3H-imidazo[4,5-b]pyridin-2-ylamine methanesulfonate CS(=O)(=O)O.FC1=C(C(=CC=C1)C(F)(F)F)C1(NC=2C(=NC(=CC2)C=2N=CN(C2)C2=C(C=C(C=C2)F)F)N1CC(C)C)N